COC1=C(C=C2C(=NC=NC2=C1)C=1C=NN(C1C1=CC=CC=C1)C(F)(F)F)NC(=O)C12CC(C1)C2 N-{7-methoxy-4-[5-phenyl-1-(trifluoromethyl)-1H-pyrazol-4-yl]quinazolin-6-yl}bicyclo[1.1.1]pentane-1-carboxamide